N1C(=CC=C1)C(=O)[O-] AZOL-CARBOXYLAT